2-(2,6-dioxopiperidin-3-yl)-6-methoxy-1-oxoisoindoline-5-carboxamide O=C1NC(CCC1N1C(C2=CC(=C(C=C2C1)C(=O)N)OC)=O)=O